N(=[N+]=[N-])C1CCN(CC1)C(=O)OC(C)(C)C tert-butyl 4-azidopiperidine-1-carboxylate